CN1CCC(CC1)C1=CC=C(C=C1)C=1C=C2C(N(C=NN2C1)C(C(=O)NC=1SC=CN1)C1=CC=CC=C1)=O 2-(6-(4-(1-methylpiperidin-4-yl)phenyl)-4-oxopyrrolo[2,1-f][1,2,4]-triazin-3(4H)-yl)-2-phenyl-N-(thiazol-2-yl)acetamide